3-(1-oxo-5-(((R)-1-(quinolin-3-ylmethyl)pyrrolidin-3-yl)oxy)isoindolin-2-yl)piperidine-2,6-dione O=C1N(CC2=CC(=CC=C12)O[C@H]1CN(CC1)CC=1C=NC2=CC=CC=C2C1)C1C(NC(CC1)=O)=O